BrC1=NC(=CC(=C1OCOC)OC1(CC1)C(=O)OC)I methyl 1-((2-bromo-6-iodo-3-(methoxymethoxy)pyridin-4-yl)oxy)cyclopropane-1-carboxylate